C1(CC1)C1=NC=NC(=C1C1=NC(=C2N(C=NC2=N1)CSC)OCC1=CC=C(C=C1)C=1N(C=C(N1)C(F)(F)F)C)OC 2-(4-cyclopropyl-6-methoxy-pyrimidin-5-yl)-7-(methylsulfanylmethyl)-6-[[4-[1-methyl-4-(trifluoromethyl)imidazol-2-yl]phenyl]methoxy]purine